4-allyl-6-chlorocatechol di-n-pentanoate C(CCCC)(=O)OC=1C(OC(CCCC)=O)=CC(=CC1Cl)CC=C